[Si](C)(C)(C(C)(C)C)OC([C@@]12CCC[C@H]1[C@@H]1CC=C3CCCC[C@]3(C)[C@H]1CC2)(O)O[Si](C)(C)C(C)(C)C (1S,3R)-bis(tert-butyldimethylsilyloxy)-(20S)-hydroxy-androst-5-ene